C1(=CC=C(C=C1)[K])[K] p-phenylenedipotassium